4-oxo-6-((1R,2R)-2-(pyridin-2-yl)cyclobutyl)-1-((S)-1-(6-(trifluoromethyl)pyridin-3-yl)ethyl)-4,5-dihydro-1H-pyrazolo[3,4-d]pyrimidine-3-carbonitrile O=C1C2=C(N=C(N1)[C@H]1[C@@H](CC1)C1=NC=CC=C1)N(N=C2C#N)[C@@H](C)C=2C=NC(=CC2)C(F)(F)F